COC1=C(CNC2=NC(=CC3=C2CCC3N)C)C=CC(=C1)OC N1-(2,4-dimethoxybenzyl)-3-methyl-6,7-dihydro-5H-cyclopenta[c]pyridine-1,5-diamine